C1(=CC=C(C=C1)CN[C@H]1C[C@H](N(C1)C(=O)OC(C)(C)C)C(=O)O)C1=CC=CC=C1 (2S,4S)-4-(([1,1'-biphenyl]-4-ylmethyl)amino)-1-(tert-butoxycarbonyl)pyrrolidine-2-carboxylic acid